(2S,3S,4R,5R)-5-(6-(3-(trifluoromethyl)benzylamino)-2-(5-chloropyridin-3-yl)-9H-purin-9-yl)-3,4-Dihydroxy-N-(methyl-d3)-tetrahydrofuran-2-carboxamide FC(C=1C=C(CNC2=C3N=CN(C3=NC(=N2)C=2C=NC=C(C2)Cl)[C@H]2[C@@H]([C@@H]([C@H](O2)C(=O)NC([2H])([2H])[2H])O)O)C=CC1)(F)F